N1C(=NC=C1)C1=CC=NC=C1 4-(1H-imidazol-2-yl)pyridine